(S)-quinuclidin-3-yl (5-(2-chloro-3-fluorophenyl)-2,2-dimethyl-2,3-dihydro-1H-inden-1-yl)carbamate ClC1=C(C=CC=C1F)C=1C=C2CC(C(C2=CC1)NC(O[C@@H]1CN2CCC1CC2)=O)(C)C